C(#C)C=1C(=NN2C1CNCCC2)C(=O)N(C)C 3-ethynyl-N,N-dimethyl-5,6,7,8-tetrahydro-4H-pyrazolo[1,5-a][1,4]diazepine-2-carboxamide